NC1CCN(CC1)C1=C(C=NC2=CC=C(C=C12)C=1C=C(C2=C(NC(N2)=O)C1)Cl)C1=CC(=CC(=C1)F)F 6-[4-(4-Aminopiperidin-1-yl)-3-(3,5-difluorophenyl)chinolin-6-yl]-4-chloro-2,3-dihydro-1H-1,3-benzodiazol-2-one